(7-ethoxy-6-methoxy-1-(1-(5-methoxy-1H-indol-3-yl)propan-2-yl)-3,4-dihydroisoquinolin-2(1H)-yl)(morpholinyl)methanone C(C)OC1=C(C=C2CCN(C(C2=C1)C(CC1=CNC2=CC=C(C=C12)OC)C)C(=O)N1CCOCC1)OC